7-methyl-3-(6-spiro[2H-benzofuran-3,1'-cyclopropane]-4-yloxy-3-pyridinyl)-1H-imidazo[4,5-b]pyridin-2-one CC1=C2C(=NC=C1)N(C(N2)=O)C=2C=NC(=CC2)OC2=CC=CC1=C2C2(CC2)CO1